C(C)OC(\C=C\C(N[C@@H]1C[C@H](C2=CC(=C3C=C(N=CC3=C21)C2CC2)S(NCC(C)C)(=O)=O)NC(=O)C=2C=NC=CC2)=O)=O |r| rac-(E)-4-oxo-4-[[trans-(7RS,9RS)-3-cyclopropyl-5-(2-methylpropylsulfamoyl)-7-(pyridine-3-carbonylamino)-8,9-dihydro-7H-cyclopenta[H]isoquinolin-9-yl]amino]but-2-enoic acid ethyl ester